Cl.C(C)(C)OC=1C=CC(=NC1)O[C@H]1[C@@H](CNCC1)OC trans-5-isopropoxy-2-((3-methoxypiperidin-4-yl)oxy)pyridine HCl